C(#N)C1=C(C=CC2=CC=CC=C12)C1=C(C=NN1C)C1=CC(=C2C(NN=C(C2=C1)CNC(=O)C1=C(C(=O)O)C=CC=C1)=O)OCC 2-[[7-[5-(1-cyano-2-naphthyl)-1-methyl-pyrazol-4-yl]-5-ethoxy-4-oxo-3H-phthalazin-1-yl]methylcarbamoyl]benzoic acid